bromine ammonium salt [NH4+].[Br+]